methyl ({[(2-tert-butyl-1,1-dioxido-3-oxo-5-phenyl-2,3-dihydroisothiazol-4-yl)amino]acetyl}amino)acetate C(C)(C)(C)N1S(C(=C(C1=O)NCC(=O)NCC(=O)OC)C1=CC=CC=C1)(=O)=O